ClC1=C(C=CC(=C1)CNC1CC(C1)(C)O)N1N=CC(=C1)C1=NC(=NC=C1C#N)NC1CCN(CC1)S(=O)(=O)C1CC1 4-(1-(2-Chloro-4-((((1r,3r)-3-hydroxy-3-methylcyclobutyl)amino)methyl)phenyl)-1H-pyrazol-4-yl)-2-((1-(cyclopropylsulfonyl)piperidin-4-yl)amino)pyrimidine-5-carbonitrile